C(N)(OC1CN(C(CC1)C(F)(F)F)CC)=O [1-ethyl-6-(trifluoromethyl)piperidin-3-yl] carbamate